ClC=1C=CC(=C(C1)C1=CC(N(C=C1OC)C(C(=O)NC1=CC(=C(C(=O)N)C=C1)F)CC)=O)N1N=NC(C1)C(F)(F)F 4-{2-[4-{5-chloro-2-[4-(trifluoromethyl)-4,5-dihydro-1H-1,2,3-triazol-1-yl]phenyl}-5-methoxy-2-oxopyridin-1(2H)-yl]butanamido}-2-fluorobenzamide